methyl 2-((tert-butoxycarbonyl) amino)-7-((3'-chloro-5'-fluoro-[1,1'-biphenyl]-2-yl) oxy)-1,2,3,4-tetrahydronaphthalene-2-carboxylate C(C)(C)(C)OC(=O)NC1(CC2=CC(=CC=C2CC1)OC1=C(C=CC=C1)C1=CC(=CC(=C1)F)Cl)C(=O)OC